2-bromoethyl-1,3-dioxolane BrCCC1OCCO1